Cl.N1=CC(=CC=C1)CCOC=1C=C2C(NC(=NC2=CC1)C1=CC2=C(C=N1)C=CS2)=O 6-(2-pyridin-3-yl-ethoxy)-2-thieno[3,2-c]pyridin-6-yl-3H-quinazolin-4-one hydrochloride